FC1=NC(=C2N=CN(C2=N1)C1OCCC1)NCC1=CC=CO1 2-fluoro-6-furfurylamino-9-(tetrahydrofuran-2-yl)-9H-purine